C(C)(C)(C)C1=CC=C(C=C1)/C=C/C(=O)C1=C(C=C(C=C1)OCC=C(C)C)O (E)-3-(4-Tert-butylphenyl)-1-[2-hydroxy-4-(3-methylbut-2-enoxy)phenyl]prop-2-en-1-one